tert-butyl (6-(trifluoromethyl)-2,3-dihydrofuro[2,3-b]pyridin-3-yl)carbamate FC(C1=CC=C2C(=N1)OCC2NC(OC(C)(C)C)=O)(F)F